S1C=C(C=C1)C1=NNC=C1C1=NC2=CC=C3C(=C2C=2CCCCC12)C=NN3 7-(3-(thiophen-3-yl)-1H-pyrazol-4-yl)-8,9,10,11-tetrahydro-3H-pyrazolo[4,3-a]phenanthridine